CC1=C(C(=O)P(C2=CC=CC=C2)(C2=CC=C(C=C2)OCCCCC)=O)C(=CC(=C1)C)C 2,4,6-trimethylbenzoyl-(4-pentyloxyphenyl)phenylphosphine oxide